C(C1=CC=CC=C1)OC1=CC2=C(C(=C(S2)C2=CC=C(C=C2)F)OC2=CC=C(C=C2)Br)C=C1 6-(benzyloxy)-3-(4-bromophenoxy)-2-(4-fluorophenyl)-1-benzothiophene